2-(3-bromophenyl)-4-(but-2-yn-1-ylthio)-N',2-dimethylbutanehydrazide BrC=1C=C(C=CC1)C(C(=O)NNC)(CCSCC#CC)C